bromosulfide BrSBr